4-chloro-2-(2-hydroxyethyl)benzoic acid ClC1=CC(=C(C(=O)O)C=C1)CCO